CC1(N(C(C2=CC=C(C=C12)C1=CC=C(C=C1)C=1N=NNC1C(=O)O)=O)CC(F)(F)F)C 4-(4-(3,3-dimethyl-1-oxo-2-(2,2,2-trifluoroethyl)isoindolin-5-yl)phenyl)-1H-1,2,3-triazole-5-carboxylic acid